(3,4-dihydroxyphenyl)-2-((1-(4-(trifluoromethyl)phenyl)-1H-tetrazol-5-yl)thio)ethan-1-one OC=1C=C(C=CC1O)C(CSC1=NN=NN1C1=CC=C(C=C1)C(F)(F)F)=O